CP(OCC)(OC1=C(C(=CC(=C1)CCC)O)C1=CC(=CC=C1)C)=O ethyl (6-hydroxy-3'-methyl-4-propyl-[1,1'-biphenyl]-2-yl) methylphosphonate